FC(N1N=CC(=C1)C=1C=C2C(=NC=NN2C1)N1CC2CCC(C1)N2C(=O)C2CC(C2)C(F)(F)F)F (3-(6-(1-(difluoromethyl)-1H-pyrazol-4-yl)pyrrolo[2,1-f][1,2,4]triazin-4-yl)-3,8-diazabicyclo[3.2.1]oct-8-yl)((1s,3s)-3-(trifluoromethyl)cyclobutyl)methanone